cis-3-phenylcyclobutan-1-amine C1(=CC=CC=C1)[C@H]1C[C@H](C1)N